N-(cyclohexylmethyl)-2-(2-oxo-1,2,3,4-tetrahydro-1,5-naphthyridin-3-yl)acetamide C1(CCCCC1)CNC(CC1C(NC2=CC=CN=C2C1)=O)=O